N1=COC2C1CC(CO2)O 3a,6,7,7a-tetrahydro-5H-pyrano[3,2-d]oxazol-6-ol